N-(1-(4-((S)-4-Acryloyl-3-(cyanomethyl)piperazin-1-yl)-2-(((S)-1-methylpyrrolidin-2-yl)methoxy)-5,6,7,8-tetrahydroquinazolin-7-yl)indolin-6-yl)methanesulfonamide C(C=C)(=O)N1[C@H](CN(CC1)C1=NC(=NC=2CC(CCC12)N1CCC2=CC=C(C=C12)NS(=O)(=O)C)OC[C@H]1N(CCC1)C)CC#N